CC1=NOC(=C1C=1C=C(C=CC1OC[C@@H]1NCCCC1)NC(C(C)(C)F)=O)C N-[3-(3,5-dimethylisoxazol-4-yl)-4-[[(2R)-2-piperidyl]methoxy]phenyl]-2-fluoro-2-methyl-propanamide